BrC1=C(C2=C(N(C=N2)C)C=C1C(F)(F)F)Cl 5-bromo-4-chloro-1-methyl-6-(trifluoromethyl)-1H-benzo[d]imidazole